ClC1=CC=CC=2NC(C(OC21)C2CC2)=O 8-chloro-2-cyclopropyl-4H-1,4-benzoxazin-3-one